NCCCCCNC(CN1C(C=CC1=O)=O)=O N-(5-aminopentyl)-2-(2,5-dioxo-2,5-dihydro-1H-pyrrol-1-yl)acetamide